CN(C1=NC=CC=C1CNC1=NC(=NC=C1C(F)(F)F)NC=1C=C(C(=O)NC2=CC(=CC=C2)C(F)(F)F)C=CC1)S(=O)(=O)C 3-({4-[({2-[methyl(methylsulfonyl)amino]pyridin-3-yl}methyl)amino]-5-(trifluoromethyl)pyrimidin-2-yl}amino)-N-[3-(trifluoromethyl)phenyl]benzamide